sodium phenyl ethanesulfonate C(C)S(=O)(=O)OC1=CC=CC=C1.[Na]